[K].FC1=CC=C(C=C1)S(=O)(=O)C1=CC=C(C=C1)O 4-(4-fluorophenylsulfonyl)phenol potassium salt